COC=1C(=CC=2N(C1)N=C(C2)C)C(=O)NC2=CC=C(N=N2)N2C[C@@H](N(CC2)C(=O)OC(C)(C)C)C tert-butyl (S)-4-(6-(6-methoxy-2-methylpyrazolo[1,5-a]pyridine-5-carboxamido)pyridazin-3-yl)-2-methylpiperazine-1-carboxylate